NC=1C=C(C=CC1)C(C(=O)NCC1=CC=CC=C1)N(C(C#C)=O)C1=CC=C(C=C1)O N-(1-(3-Aminophenyl)-2-(benzylamino)-2-oxoethyl)-N-(4-hydroxyphenyl)-propiolamide